4-cyclopropyl-3-(N-(4-fluoro-5-(1-methyl-pyrazol-5-yl)-2-(pyrrol-1-yl)phenyl)sulfamoyl)benzoic acid C1(CC1)C1=C(C=C(C(=O)O)C=C1)S(NC1=C(C=C(C(=C1)C1=CC=NN1C)F)N1C=CC=C1)(=O)=O